C(C)(=O)O.C(C)=O acetaldehyde (acetate)